6-chloropyrido[3,2-c]pyridazine-3-carbonitrile ClC=1C=CC=2N=NC(=CC2N1)C#N